C=C1C(C=CC(=C1)C)C 1-methylene-2,5-xylene